10,11-dimethoxy-4-methyldibenzo[c,f]-2,7-naphthyridine COC1=CC2=C(C=3C4=C(N=CC3C=N2)C(=CC=C4)C)C=C1OC